acetoacetoxyethyl acrylate (acetoacetoxyethyl acrylate) C(CC(=O)C)(=O)OCCC(C(=O)O)=C.C(C=C)(=O)OCCOC(CC(=O)C)=O